4-(4-hydroxyphenyl)thiazole-2-carboxylic acid ethyl ester C(C)OC(=O)C=1SC=C(N1)C1=CC=C(C=C1)O